dicyclohexyl-[2',4',6'-tris(prop-2-yl)biphenyl-2-yl]-λ5-phosphane C1(CCCCC1)[PH2](C1=C(C=CC=C1)C1=C(C=C(C=C1C(C)C)C(C)C)C(C)C)C1CCCCC1